[Si](C)(C)(C(C)(C)C)OCCCCN1C(C[C@@H](C1)C1=C(C(=CC=C1OCOCC[Si](C)(C)C)Cl)Cl)=O |r| rac-1-(4-((tert-butyldimethylsilyl)oxy)butyl)-4-(2,3-dichloro-6-((2-(trimethylsilyl)ethoxy)methoxy)phenyl)pyrrolidin-2-one